O[C@@H]1C[C@H](N(C1)C(=O)[O-])C(N[C@@H](CO)C1=CC=C(C=C1)C1=C(N=C(S1)C(C)(C)C)C)=O (2S,4R)-4-hydroxy-2-({(1R)-2-hydroxy-1-[4-(Tert-butyl 4-methyl-1,3-thiazol-5-yl)phenyl]ethyl}carbamoyl)pyrrolidine-1-carboxylate